ClC1=C(C(=O)O)C=C(C=C1C)NC(=O)[C@@H]1C([C@H]1C1=CC(=C(C=C1)F)Cl)(Cl)Cl Trans-2-chloro-5-(2,2-dichloro-3-(3-chloro-4-fluorophenyl)cyclopropane-1-carboxamido)-3-methylbenzoic acid